BrC(C=1C=C2C=NC(=NC2=CC1)C)Br 6-(dibromomethyl)-2-methyl-quinazoline